C(C)(C)(C)OC(=O)NC1(CCN(CC1)C1=C2C(=NC=C1)N(C=C2C=2C=NC=NC2)COCC[Si](C)(C)C)C(=O)O 4-(tert-butoxycarbonylamino)-1-[3-pyrimidin-5-yl-1-(2-trimethylsilylethoxymethyl)pyrrolo[2,3-b]Pyridin-4-yl]Piperidine-4-carboxylic acid